Methyl (1r,4r)-4-((4-(6-bromoimidazo[1,2-a]pyridin-3-yl)-5-methylpyrimidin-2-yl)amino)cyclohexane-1-carboxylate BrC=1C=CC=2N(C1)C(=CN2)C2=NC(=NC=C2C)NC2CCC(CC2)C(=O)OC